2,3,4,5,6-Pentabromotoluene BrC1=C(C)C(=C(C(=C1Br)Br)Br)Br